N-[4-fluoro-5-[2-(4-methylpiperazin-1-carbonyl)-1,3-thiazol-4-yl]-2-[(3R,5S)-3,4,5-trimethylpiperazin-1-yl]phenyl]-1-methyl-6-oxo-4-(trifluoromethyl)pyridine-3-carboxamide FC1=CC(=C(C=C1C=1N=C(SC1)C(=O)N1CCN(CC1)C)NC(=O)C1=CN(C(C=C1C(F)(F)F)=O)C)N1C[C@H](N([C@H](C1)C)C)C